C(C)(C)(C)OC(NCC1=NNC(C2=CC=C(C=C12)B1OC(C(O1)(C)C)(C)C)=O)=O tert-butyl-N-[[4-oxo-7-(4,4,5,5-tetramethyl-1,3,2-dioxaborolan-2-yl)-3H-phthalazin-1-yl]methyl]carbamate